FC1=C(C=CC=C1)N1N=CC=CC1=O (2-fluorophenyl)pyridazin-3(2H)-one